[(3R)-1-(propan-2-yl)pyrrolidin-3-yl]methanone CC(C)N1C[C@@H](CC1)C=O